3,5-diaminovalerate NC(CC(=O)[O-])CCN